3,3-bis(trifluoromethyl)-4,4-biphenyldiamine FC(C1(C=C(C=CC1(N)N)C1=CC=CC=C1)C(F)(F)F)(F)F